C(C)(C)C1=CC=2C(=NC=CC2)N1 2-Isopropyl-1H-pyrrolo[2,3-b]pyridin